OC1=CC=CC=2OC3=CC=C(C=C3C(C12)=O)OC 1-hydroxy-7-methoxy-9-oxo-9H-xanthene